Cl.BrC1=CC(=C(C=C1)C(C)(C)N)F 2-(4-bromo-2-fluorophenyl)propan-2-amine hydrochloride